C1(CCC1)ONC(CC)=O N-cyclobutoxypropanamide